2-chloro-N4-([4-[2-cyclopropyl-5-(trifluoromethyl)-1,2,4-triazol-3-yl]phenyl]methyl)pyrimidine-4,5-diamine ClC1=NC=C(C(=N1)NCC1=CC=C(C=C1)C=1N(N=C(N1)C(F)(F)F)C1CC1)N